(2S,4S)-4-[3-[3-(3-aminopropyl)-6-fluoro-2-methyl-indazol-4-yl]phenoxy]-1-tert-butoxycarbonyl-pyrrolidine-2-carboxylic acid NCCCC=1N(N=C2C=C(C=C(C12)C=1C=C(O[C@H]2C[C@H](N(C2)C(=O)OC(C)(C)C)C(=O)O)C=CC1)F)C